(S)-2-((R)-2-oxo-4-propyl-pyrrolidine-1-yl)butyric acid O=C1N(C[C@@H](C1)CCC)[C@H](C(=O)O)CC